6-Isopropyl-5-(8-methoxy-[1,2,4]triazolo[1,5-a]pyridin-6-yl)-1-(4-thiomorpholinocyclohexyl)-1,3-dihydro-2H-benzo[d]imidazol-2-on C(C)(C)C=1C(=CC2=C(N(C(N2)=O)C2CCC(CC2)N2CCSCC2)C1)C=1C=C(C=2N(C1)N=CN2)OC